CN1N=CC(=C1)N1C[C@@H](CCC1)C(=O)NN |r| (R and S)-1-(1-methyl-1H-pyrazol-4-yl)piperidine-3-carbohydrazide